tert-butyl 4-[(4R)-5-benzyloxy-4-(1,3-dioxoisoindolin-2-yl)-3,3-dimethyl-5-oxo-pentyl]piperazine-1-carboxylate C(C1=CC=CC=C1)OC([C@@H](C(CCN1CCN(CC1)C(=O)OC(C)(C)C)(C)C)N1C(C2=CC=CC=C2C1=O)=O)=O